C(C)OC1=CC=CC(=N1)C(C(=O)N)(C1=CC=CC=C1)C=1N=C2C(=NC1)NC=N2 6-ethoxypyridin-2-yl-1H-imidazo[4,5-b]pyrazin-5-yl-2-phenylacetamide